(1-(1-((2-chloro-4-(trifluoromethyl)phenyl)carbamoyl)cyclobutyl)-1H-pyrazol-4-yl)aminomethane ClC1=C(C=CC(=C1)C(F)(F)F)NC(=O)C1(CCC1)N1N=CC(=C1)NC